[N+](=O)([O-])C=1C=C2C(=NC1)N=CO2 6-nitrooxazolo[4,5-b]pyridine